6-[(1-methyl-4-piperidyl)oxy]-1-(4-piperidyl)-3H-imidazo[4,5-b]pyridin-2-one, trihydrochloride Cl.Cl.Cl.CN1CCC(CC1)OC=1C=C2C(=NC1)NC(N2C2CCNCC2)=O